cyclohexylidenebis-o-cresol tert-butyl-6-(((3-fluoro-6-(1-methyl-1H-pyrazol-4-yl)pyrazolo[1,5-a]pyridin-4-yl)oxy)methyl)-3-azabicyclo[3.1.1]heptane-3-carboxylate C(C)(C)(C)C12CN(CC(C1COC=1C=3N(C=C(C1)C=1C=NN(C1)C)N=CC3F)C2)C(=O)OC2=CC=CC(=C2C)C2(CCCCC2)C2=C(C(=CC=C2)O)C